N-[4-[[4-[1-[3-chloro-4-(2-chloroethoxy)-5-cyano-phenyl]-1-methyl-ethyl]phenoxy]methyl]-6-(4-piperidyl)pyrimidin-2-yl]methanesulfonamide ClC=1C=C(C=C(C1OCCCl)C#N)C(C)(C)C1=CC=C(OCC2=NC(=NC(=C2)C2CCNCC2)NS(=O)(=O)C)C=C1